(3-chloro-4-fluorophenyl)-1-(1-(6,7-difluoro-1-oxo-1,2-dihydroisoquinolin-4-yl)ethyl)-1-ethylurea ClC=1C=C(C=CC1F)NC(N(CC)C(C)C1=CNC(C2=CC(=C(C=C12)F)F)=O)=O